CC1=C(C(=CC=C1)C)NC(CN1CC(CCC1)C(=O)N)=O 1-(2-((2,6-dimethylphenyl)Amino)-2-oxoethyl)Piperidine-3-carboxamide